(2,4-dinitrophenyl)-L-lysine trifluoroacetate FC(C(=O)O)(F)F.[N+](=O)([O-])C1=C(C=CC(=C1)[N+](=O)[O-])N[C@@H](CCCCN)C(=O)O